FC(OC1=C(C=C(N=N1)NC(=O)C1CC(C2=C1C=NC=1N2N=C(C1)F)(C)C)N=C(C1=CC=CC=C1)C1=CC=CC=C1)F N-(6-(difluoromethoxy)-5-((diphenylmethylene)amino)pyridazin-3-yl)-2-fluoro-8,8-dimethyl-7,8-dihydro-6H-cyclopenta[e]pyrazolo[1,5-a]pyrimidine-6-carboxamide